Methyl 3-[[(1R)-1-[3,6-dimethyl-2-(2-methylthiazolo[5,4-b]pyridin-5-yl)-4-oxo-chromen-8-yl]ethyl]amino]-6-(trifluoromethyl)pyridine-2-carboxylate CC1=C(OC2=C(C=C(C=C2C1=O)C)[C@@H](C)NC=1C(=NC(=CC1)C(F)(F)F)C(=O)OC)C1=CC=C2C(=N1)SC(=N2)C